1-(6-fluoro-4-methoxybenzofuran-2-yl)ethanone FC1=CC2=C(C=C(O2)C(C)=O)C(=C1)OC